(S)-4-(4-((2S,4S)-2-((difluoromethoxy)methyl)-4-(4-(trifluoromethyl)phenoxy)pyrrolidin-1-yl)benzoylamino)-4-(4-(ethylsulfonyl)phenyl)butyric acid FC(OC[C@H]1N(C[C@H](C1)OC1=CC=C(C=C1)C(F)(F)F)C1=CC=C(C(=O)N[C@@H](CCC(=O)O)C2=CC=C(C=C2)S(=O)(=O)CC)C=C1)F